O=C1NC2=C(N1)C=CC(=C2)CN2CCC1=CC(=CC=C21)NC(OC(C)(C)C)=O tert-Butyl (1-((2-oxo-2,3-dihydro-1H-benzo[d]imidazol-5-yl)methyl)indolin-5-yl)carbamate